ClCC1=CC=C(C=C1)N1C(=NC=2C1=NC(=CC2)C2=NC=C(C=C2)OC([2H])([2H])[2H])C=2C(=NC=CN2)N 3-(3-(4-(Chloromethyl)phenyl)-5-(5-(methoxy-d3)pyridin-2-yl)-3H-imidazo[4,5-b]pyridin-2-yl)pyrazin-2-amine